ClC=1C(=C(C=CC1F)[C@H](NC(=O)N1[C@@H](C(NCC1)=O)C)C=1C=NC(=C(C1)F)OCC(F)(F)F)F |o1:8| (2R)-N-((R or S)-(3-chloro-2,4-difluorophenyl)(5-fluoro-6-(2,2,2-trifluoroethoxy)pyridin-3-yl)methyl)-2-methyl-3-oxopiperazine-1-carboxamide